C1(=CC=CC=C1)C=1N=CC(=NC1C1=CC=CC=C1)N(CCCCOCC(=O)O[Ca]OC(COCCCCN(C1=NC(=C(N=C1)C1=CC=CC=C1)C1=CC=CC=C1)C(C)C)=O)C(C)C bis[[2-[4-[(5,6-diphenylpyrazin-2-yl)-isopropylamino]butoxy]acetyl]oxy]calcium